BrC1=C(C=C2C(=CC(=NC2=C1O[C@@H](C)C1=CC=CC=C1)SCC)O[C@@H]1CN(CC1)C(=O)OC(C)(C)C)C1CC1 tert-butyl (3S)-3-({7-bromo-6-cyclopropyl-2-(ethylsulfanyl)-8-[(1S)-1-phenylethoxy]quinolin-4-yl}oxy)pyrrolidine-1-carboxylate